(methoxymethoxy)benzo[b]thiophene COCOC1=CC2=C(S1)C=CC=C2